NC1=NC(=C(C=C1C=1C=C2CCNC(C2=CC1F)=O)C1=CC=C(C=C1)N1CCN(CC1)CCOC)F 6-(2-amino-6-fluoro-5-(4-(4-(2-methoxyethyl)piperazin-1-yl)phenyl)pyridin-3-yl)-7-fluoro-3,4-dihydroisoquinolin-1(2H)-one